2-(4-bromophenyl)-5-chloro-8-methyl[1,2,4]triazolo[1,5-c]pyrimidine BrC1=CC=C(C=C1)C1=NN2C(=NC=C(C2=N1)C)Cl